5-ethyl-5-methyl-N-((S)-5-methyl-4-oxo-2,3,4,5-tetrahydrobenzo[b][1,4]oxazepin-3-yl)-5,7-dihydrofuro[3,4-c]pyridazine-3-carboxamide C(C)C1(OCC=2N=NC(=CC21)C(=O)N[C@@H]2C(N(C1=C(OC2)C=CC=C1)C)=O)C